3-Cyano-N,N-dimethyl-1H-pyrazole-5-carboxamide C(#N)C1=NNC(=C1)C(=O)N(C)C